tri(n-decyl)cyclohexane-1,3,5-tripropionate C(CCCCCCCCC)OC(CCC1CC(CC(C1)CCC(=O)OCCCCCCCCCC)CCC(=O)OCCCCCCCCCC)=O